(R)-1-(3,4-dihydroisoquinolin-2(1H)-yl)-2-((3,3-diphenylallyl)(1-(4-methoxyphenyl)ethyl)amino)ethanone C1N(CCC2=CC=CC=C12)C(CN([C@H](C)C1=CC=C(C=C1)OC)CC=C(C1=CC=CC=C1)C1=CC=CC=C1)=O